(S)-4-chloro-N-(3-methyl-5-(p-tolylethynyl)pyridin-2-yl)-1-(tetrahydrofuran-3-yl)-1H-pyrazole-5-carboxamide ClC=1C=NN(C1C(=O)NC1=NC=C(C=C1C)C#CC1=CC=C(C=C1)C)[C@@H]1COCC1